CC1(C(=C2C(CC3(C=C2C1)CC3)=O)C)C trimethyl-2',3'-dihydrospiro[cyclopropane-1,5'-inden]-7'(6'H)-one